(S)-S-(6,7-dichloro-2-(2-methoxyacetyl)-1-methyl-2,3-dihydro-1H-pyrrolo[3,4-c]quinolin-8-yl) O-ethyl carbonodithioate C(OCC)(=S)SC1=CC=2C3=C(C=NC2C(=C1Cl)Cl)CN([C@H]3C)C(COC)=O